FC(C1=CC=C(C=C1)CCCC#N)(F)F 4-trifluoromethyl-benzenebutyronitrile